2-(5-(methylthio)-1,3,4-thiadiazol-2-yl)benzo[d]isothiazol-3(2H)-one CSC1=NN=C(S1)N1SC2=C(C1=O)C=CC=C2